C1(CCC1)N1C(=CC2=CC=CC=C12)C(=O)OCC ethyl 1-cyclobutyl-1H-indole-2-carboxylate